CC(CCCCCC)(C)C1=CC(=C(C(=C1)OC)C1C=C(C2C(C1C2)(C)C)CO)OC 4-[4-(1,1-dimethylheptyl)-2,6-dimethoxyphenyl]-6,6-dimethyl-bicyclo[3.1.1]hept-2-ene-2-methanol